2,4-bis(2,4-dimethylphenyl)-6-[2-hydroxy-4-(3-octyloxy-2-hydroxypropoxy)-5-α-cumylphenyl]-s-triazine CC1=C(C=CC(=C1)C)C1=NC(=NC(=N1)C1=C(C=C(C=C1)C)C)C1=C(C=C(C(=C1)C(C)(C)C1=CC=CC=C1)OCC(COCCCCCCCC)O)O